N-aminoimidazolidin-one NN1C(NCC1)=O